CN1C(NC2=C1C=CC=C2)=O methyl-1,3-dihydro-2H-benzo[d]imidazol-2-one